(R)-N-((R)-1-(3-(difluoromethyl)-2-fluorophenyl)ethyl)-2-methyl-6-(1,4-dioxa-8-azaspiro[4.5]decan-8-yl)-2,3-dihydroimidazo[1,2-b]pyridazine-8-carboxamide FC(C=1C(=C(C=CC1)[C@@H](C)NC(=O)C=1C=2N(N=C(C1)N1CCC3(OCCO3)CC1)C[C@H](N2)C)F)F